(2-(benzyloxy)-5-methylphenyl)-5-((1S,4S)-4-methoxycyclohexyl)-4-(4-(trifluoromethyl)phenyl)-4,5-dihydropyrrolo[3,4-c]pyrazol-6(2H)-one C(C1=CC=CC=C1)OC1=C(C=C(C=C1)C)N1N=C2C(=C1)C(N(C2=O)C2CCC(CC2)OC)C2=CC=C(C=C2)C(F)(F)F